CC(CN)(CCCCC(CN)(C)C)C 2,2,7,7-tetramethyloctamethylenediamine